The molecule is a butan-4-olide having a (phenylsulfonyloxy)methyl group at the 3-position and two methyl substituents at the 5-position. It is a butan-4-olide and a benzenesulfonate ester. CC1(CC(C(=O)O1)COS(=O)(=O)C2=CC=CC=C2)C